4-(TERT-BUTYLAMINOCARBONYL)PHENYLBORONIC ACID C(C)(C)(C)NC(=O)C1=CC=C(C=C1)B(O)O